C1(CC1)OC=1C(=CC2=CNN=C2C1)N 6-Cyclopropoxy-2H-indazol-5-amine